ClC1=C(C=CC2=C1C(=NC(C=1N2N=C(N1)C(=O)O)C)C1=NC=CC=C1F)Cl 7,8-dichloro-6-(3-fluoro-2-pyridyl)-4-methyl-4H-[1,2,4]triazolo[1,5-a][1,4]benzodiazepine-2-carboxylic acid